(1-(oxetan-3-yl)piperidin-4-yl)carbamic acid tert-butyl ester C(C)(C)(C)OC(NC1CCN(CC1)C1COC1)=O